FC1=C2CNCC2=CC(=C1)F 4,6-difluoro-2,3-dihydro-1H-isoindole